OCC=1C(=CC=CC1)O 3-hydroxymethyl-2-hydroxy-benzene